C(C)OC(=O)C1(CC1)C1=CC=C(C=C1)Br.ClC=1C=CC2=C(N(C(S2)=C=CC2C=C(C(C=C2)=O)/C=C/C2SC3=C(N2C)C=CC=C3)C)C1 (E)-2-((E)-3-((Z)-2-(5-chloro-3-methylbenzothiazole-2(3H)-ylidene)vinyl)-6-oxocyclohex-1,4-dien-1-yl)vinyl-3-methylbenzothiazole ethyl-1-(4-bromophenyl)cyclopropanecarboxylate